(R)-6-(3-(2,3-difluorophenyl)isoxazolidin-2-yl)-N4-(2-methoxy-4-(4-(4-methylpiperazin-1-yl)piperidin-1-yl)phenyl)-N2-methylpyrimidin-2,4-diamine FC1=C(C=CC=C1F)[C@@H]1N(OCC1)C1=CC(=NC(=N1)NC)NC1=C(C=C(C=C1)N1CCC(CC1)N1CCN(CC1)C)OC